Ethyl (4-bromo-3-cyano-7-fluorobenzo[b]thiophene-2-yl)carbamate BrC1=CC=C(C=2SC(=C(C21)C#N)NC(OCC)=O)F